C(C)(C)(C)OC(=O)NCC(=O)[O-] N-(tert-butoxycarbonyl)glycinate